1-bromo-3-methyl-2-butene BrCC=C(C)C